tert-Butyl (S)-2-(3-hydroxypropyl)pyrrolidine-1-carboxylate OCCC[C@H]1N(CCC1)C(=O)OC(C)(C)C